nitro-m-cresol [N+](=O)([O-])C1=C(C=CC=C1O)C